N(=C=O)CCC[SiH2]CC(OC)OC (3-isocyanatopropyl)dimethoxyethyl-silane